C(C1=CC=CC=C1)OC1=CC=C2C(=N1)N=CN2 5-(benzyloxy)-1H-imidazo[4,5-b]pyridine